C(C)OP(=O)(OCC)CS(=O)C1=CC=CC=C1 diethoxyphosphorylmethylsulfinylbenzene